O[C@H]1CC[C@@H]2C(C[C@H]3[C@@H]4CC[C@H]([C@@H](CC(C)CC)C)[C@]4(CC[C@@H]3[C@]2(C1)C)C)=O 2a-hydroxy-23-ethyl-5a-cholan-6-one